ClC=1C2=C(N=CN1)C1=C(O2)C=CC=C1 4-chloro[1]benzofuro[3,2-d]pyrimidine